2-((3'-((benzyloxy)carbonyl)-[1,1'-biphenyl]-4-yl)oxy)acetic acid C(C1=CC=CC=C1)OC(=O)C=1C=C(C=CC1)C1=CC=C(C=C1)OCC(=O)O